(S)-3-(6-methyl-5-((2-(1-methyl-1H-pyrazol-4-yl)pyridin-4-yl)oxy)pyridin-2-yl)-6,7,7a,8,9,10-hexahydro-4H-pyrimido[1,2-a]pyrrolo[1,2-c]pyrimidin-4-one CC1=C(C=CC(=N1)C1=CN=C2N(CC[C@H]3N2CCC3)C1=O)OC1=CC(=NC=C1)C=1C=NN(C1)C